3-hydroxy-1-(6-((4-methoxybenzyl)amino)-2-methylthiazolo[4,5-b]pyrazin-5-yl)pent-2-en-1-one OC(=CC(=O)C1=C(N=C2C(=N1)N=C(S2)C)NCC2=CC=C(C=C2)OC)CC